CC(S(=O)(=O)I)C dimethyl-methanesulfonyl iodide